bicyclo[2.2.2]octane-1,4-dicarboxylic acid [4-(2-amino-ethoxy)-phenyl]-amide (4-aminomethyl-phenyl)-amide NCC1=CC=C(C=C1)NC(=O)C12CCC(CC1)(CC2)C(=O)NC2=CC=C(C=C2)OCCN